(R)-3-{[(S)-1-nitrilopropyl]Aminomethyl}-hexanoic acid tert-butyl ester C(C)(C)(C)OC(C[C@@H](CCC)CN[C@H](C#N)C)=O